Cl.FC(C)(F)C1=CC(=C(N)C(=C1)C)C 4-(1,1-Difluoroethyl)-2,6-dimethylaniline hydrochloride